tert-butyl (3S)-6-(2-methoxy-4-pyridyl)-3-methyl-3,4-dihydro-2H-pyridine-1-carboxylate COC1=NC=CC(=C1)C1=CC[C@@H](CN1C(=O)OC(C)(C)C)C